N(=[N+]=[N-])[C@H]1[C@@H](O[C@@H]([C@H]([C@@H]1OCC1=CC=CC=C1)OCC1=CC=CC=C1)COCC1=CC=CC=C1)O[C@@H]([C@H]([C@H](COC(CCC(=O)C)=O)OCC1=CC=CC=C1)OCC1=CC=CC=C1)COC1=CC=C(C=C1)OC 4-O-(2-azido-3,4,6-tri-O-benzyl-2-deoxy-β-D-glucopyranosyl)-2,3-di-O-benzyl-1-O-levulinyl-5-O-(4-methoxyphenyl)-D-ribitol